7-((1,3-dihydroxypropan-2-ylamino)methyl)-3H-pyrrolo[3,2-d]pyrimidin-4(5H)-one OCC(CO)NCC1=CNC2=C1N=CNC2=O